ethyl-3-(4-nitrophenyl)-5-oxo-morpholine-2-carboxylate C(C)OC(=O)C1C(NC(CO1)=O)C1=CC=C(C=C1)[N+](=O)[O-]